3-Chloro-N-[4-(2-fluorophenoxy)-6-(2-isopropylphenyl)pyrimidin-2-yl]benzenesulfonamide ClC=1C=C(C=CC1)S(=O)(=O)NC1=NC(=CC(=N1)OC1=C(C=CC=C1)F)C1=C(C=CC=C1)C(C)C